FC(CC1=NN=C2N1C1=CC=C(C=C1C(=N2)N)F)F (2,2-difluoroethyl)-7-fluoro-[1,2,4]triazolo[4,3-a]quinazolin-5-amine